methylcyclopropaneacetic acid CC1(CC1)CC(=O)O